2-(2,6-diethyl-4-methylphenyl)-malonamide C(C)C1=C(C(=CC(=C1)C)CC)C(C(=O)N)C(=O)N